tert-butyl 2-({[4-(benzyloxy)cyclohexyl]oxy}methyl)-3-(ethoxymethoxy)piperidine-1-carboxylate C(C1=CC=CC=C1)OC1CCC(CC1)OCC1N(CCCC1OCOCC)C(=O)OC(C)(C)C